ClC1=NC2=C(C(=C(C=C2C(=N1)N1C[C@@]2(CC[C@H](C1)N2C(=O)OC(C)(C)C)C)F)C2=CC(=CC1=CC=CC(=C21)Cl)OCOC)F Tert-butyl (1S,5R)-3-(2-chloro-7-(8-chloro-3-(methoxymethoxy)naphthalen-1-yl)-6,8-difluoroquinazolin-4-yl)-1-methyl-3,8-diazabicyclo[3.2.1]octane-8-carboxylate